C1(CCCC1)[C@H]1[C@@H](OC1=O)C(=O)N[C@@H](C(C)C)C(=O)N[C@@H](C(C)C)C(=O)OCC1=CC=CC=C1 Benzyl ((2R,3S)-3-cyclopentyl-4-oxooxetane-2-carbonyl)-L-valyl-L-valinate